3-amino-3-(2-methylphenyl)propionic acid NC(CC(=O)O)C1=C(C=CC=C1)C